C[C@H]1COCCN1C1=C(C=NC=C1)C1CN(C1)C(=O)[C@@H]1CC[C@H]2N1C([C@H](CCC2)NC(=O)C2=CC1=C(S2)C=CC(=C1)CP(O)(O)=O)=O ((2-(((3S,6S,9aS)-3-(3-(4-((S)-3-methylmorpholino)pyridin-3-yl)azetidine-1-carbonyl)-5-oxooctahydro-1H-pyrrolo[1,2-a]azepin-6-yl)carbamoyl)benzo[b]thiophen-5-yl)methyl)phosphonic acid